(rac)-(4-(pyridin-4-ylmethyl)-1H-imidazol-2-yl)(thiazol-5-yl)methanol N1=CC=C(C=C1)CC=1N=C(NC1)[C@@H](O)C1=CN=CS1 |r|